2,4-dihydroxyphenylacetylene OC1=C(C=CC(=C1)O)C#C